6-benzoyloxy-8-hydroxy-7-(3-methylbutyryl)-9-isobutyl-2,2,4,4-tetramethyl-4,9-dihydro-1H-xanthene-1,3(2H)-dione C(C1=CC=CC=C1)(=O)OC=1C=C2OC=3C(C(C(C(C3C(C2=C(C1C(CC(C)C)=O)O)CC(C)C)=O)(C)C)=O)(C)C